(3-(1-amino-1,3-dihydrospiro[inden-2,4'-piperidin]-1'-yl)-6-(2-(4-amino-2-chloropyrimidin-5-yl)vinyl)pyrazin-2-yl)methanol NC1C2=CC=CC=C2CC12CCN(CC2)C=2C(=NC(=CN2)C=CC=2C(=NC(=NC2)Cl)N)CO